3-chloro-N-(2-(3-hydroxy-3-methylbutan-2-yl)-3-oxoisoindolin-4-yl)-6-(trifluoromethyl)picolinamide ClC=1C(=NC(=CC1)C(F)(F)F)C(=O)NC1=C2C(N(CC2=CC=C1)C(C)C(C)(C)O)=O